4-{3-[3-(tert-butylamino)pyrrolidin-1-yl]-6H-isochromeno[3,4-b]pyridin-8-yl}-5-fluoro-2H-pyridazin-3-one C(C)(C)(C)NC1CN(CC1)C1=CC=C2C(=N1)OCC=1C=C(C=CC12)C=1C(NN=CC1F)=O